2-ethylbutyl ((S)-(((2R,3S,4R,5R)-5-(4-aminopyrrolo[2,1-f][1,2,4]triazin-7-yl)-5-cyano-3,4-dihydroxytetrahydrofuran-2-yl)methoxy)(pyridin-2-yloxy)phosphoryl)-L-alaninate NC1=NC=NN2C1=CC=C2[C@]2([C@@H]([C@@H]([C@H](O2)CO[P@](=O)(OC2=NC=CC=C2)N[C@@H](C)C(=O)OCC(CC)CC)O)O)C#N